C1=CC=CC=2C3=CC=CC=C3N(C12)C=1C=C(C=CC1)C1=CC(=CC(=C1)C#N)C#N 3'-(9H-carbazol-9-yl)biphenyl-3,5-dicarboxnitrile